COC1=C(C=C(C=C1)C)[C@@]1([C@@H](C1)C1=CC=C(C=C1)OC)C(=O)NS(=O)(=O)C=1C=2C=CC(=NC2C=CC1)C (1R,2S)-1-(2-methoxy-5-methylphenyl)-2-(4-methoxyphenyl)-N-(2-methylquinoline-5-sulfonyl)cyclopropane-1-carboxamide